tert-butyl-3-aminopyrrolidine C(C)(C)(C)N1CC(CC1)N